ClC=1SC=C(N1)C(C(=O)OCC(=O)C1=C(C=CC=C1)Br)(F)F 2-(2-bromophenyl)-2-oxoethyl (2-chloro-1,3-thiazol-4-yl)(difluoro)acetate